1-methyl-6,7-dihydro-5H-cyclopenta[c]pyridin CC1=NC=CC2=C1CCC2